bis(beta-mercaptoethoxy)methane SCCOCOCCS